Cl.CC1=C(C(=CC(=C1)C)C)N1CN(C=C1)CC1=CC=CC=C1 N-(2,4,6-trimethylphenyl)-N'-benzylimidazole hydrochloride